(2-(piperazine-1-yl)-5-(trifluoromethyl)pyridin-3-yl)(pyrrolidin-1-yl)methanone hydrochloride Cl.N1(CCNCC1)C1=NC=C(C=C1C(=O)N1CCCC1)C(F)(F)F